9H-fluoren-9-ylmethyl N-{2-[2-(2-aminoethoxy)ethoxy] ethyl}-N-{[5-(4-cyanophenyl)-4-(1-methylpyrazol-4-yl)-1-[2-(1-methylpyrazol-4-yl)ethyl]imidazol-2-yl]methyl}carbamate NCCOCCOCCN(C(OCC1C2=CC=CC=C2C=2C=CC=CC12)=O)CC=1N(C(=C(N1)C=1C=NN(C1)C)C1=CC=C(C=C1)C#N)CCC=1C=NN(C1)C